ClC=1C=CC(=C(C1)C1=CC2=C(OCCN2C2=CC(=NC=C2)NC(CCN(C)CCO)=O)C=N1)F N-{4-[7-(5-chloro-2-fluorophenyl)-1H,2H,3H-pyrido[3,4-b][1,4]oxazin-1-yl]pyridin-2-yl}-3-[(2-hydroxyethyl)(methyl)amino]propanamide